4-((6-Fluoropyridin-3-yl)amino)-6-acetylamino-1H-indole-2-carboxylic acid ethyl ester C(C)OC(=O)C=1NC2=CC(=CC(=C2C1)NC=1C=NC(=CC1)F)NC(C)=O